C(C)[C@@H](C(=O)OC(CN)C=1C=NN(C1)CC1=CC=CC=C1)C(=O)C1=C(C=C(C(=C1)Cl)N1C(CCC1)COC1=NC=CC=C1Cl)F 2-amino-1-(1-benzyl-pyrazol-4-yl)ethanol ethyl-(R)-3-(5-chloro-4-(2-(((3-chloropyridin-2-yl)oxy)methyl)pyrrolidin-1-yl)-2-fluorophenyl)-3-oxopropanoate